C(#N)C(=CC=1C=C(C=CC1)CCOC(=O)NC(CC1=CC=CC=C1)B(O)O)N1N=CN=C1 (1-(((3-(2-cyano-2-(1H-1,2,4-triazol-1-yl)vinyl)phenylethoxy)carbonyl)amino)-2-phenylethyl)boronic acid